(S)-1-(5-chloro-2-(cyclopropylmethoxy)benzyl)-3-methylpiperazine hydrochloride Cl.ClC=1C=CC(=C(CN2C[C@@H](NCC2)C)C1)OCC1CC1